N-(3-(7'-(methylthio)-3'H-spiro[cyclopropane-1,2'-[1,4]dioxino[2,3-c]pyridine]-5'-yl)-1H-pyrrolo[2,3-c]pyridin-5-yl)acetamide CSC1=CC2=C(C(=N1)C1=CNC3=CN=C(C=C31)NC(C)=O)OCC3(O2)CC3